2-hydroxy-4-methoxy-6-{[1-(4-methylbenzoyl)piperidin-4-ylidene]methyl}benzoic acid methyl ester COC(C1=C(C=C(C=C1C=C1CCN(CC1)C(C1=CC=C(C=C1)C)=O)OC)O)=O